C(CCCCCCC)(=O)[O-].[Zn+2].C(CCCCCCC)(=O)[O-] zinc(II) octanoate